ClC=1C2=C(C(N(C1)C1=CC(=CC=C1)C1(CC(C1)OC(F)F)C1=NN=CN1C)=O)NC(=C2)CN2C[C@H](CCC2)C 4-Chloro-6-(3-((1S,3R)-3-(difluoromethoxy)-1-(4-methyl-4H-1,2,4-triazol-3-yl)cyclobutyl)phenyl)-2-(((S)-3-methylpiperidin-1-yl)methyl)-1,6-dihydro-7H-pyrrolo[2,3-c]pyridin-7-one